1-[3-(2-pyridyl)pyrazin-2-yl]ethanamine N1=C(C=CC=C1)C=1C(=NC=CN1)C(C)N